C(C)(C)(C)N1N=C(C=C1NC1=CC(=NC=C1)C#CCC[C@H](C)NC(OC(C)(C)C)=O)[C@@H]1C[C@@H](CC1)O[Si](C)(C)C(C)(C)C tert-butyl ((S)-6-(4-((1-(tert-butyl)-3-((1S,3R)-3-((tert-butyldimethylsilyl)oxy)cyclopentyl)-1H-pyrazol-5-yl)amino)pyridin-2-yl)hex-5-yn-2-yl)carbamate